benzyl 5-[3-[(3R)-3-(tert-butoxycarbonylamino)-8-fluoro-1,1,4-trioxo-3,5-dihydro-2H-1λ6,5-benzothiazepin-7-yl]-1,2,4-oxadiazol-5-yl]-3,3-difluoro-piperidine-1-carboxylate C(C)(C)(C)OC(=O)N[C@H]1CS(C2=C(NC1=O)C=C(C(=C2)F)C2=NOC(=N2)C2CC(CN(C2)C(=O)OCC2=CC=CC=C2)(F)F)(=O)=O